S1N=CC(=C1)NC(=O)C1=CC2=C(N(C1=O)C)CC[C@@H]2C (5S)-N-Isothiazol-4-yl-1,5-dimethyl-2-oxo-6,7-dihydro-5H-cyclopenta[b]pyridine-3-carboxamide